BrC=1C=C2C=3CCC4=C(C3NC2=CC1)C=CC(=C4)NC([C@H]4N(CCC4)C(CC4=CC=CC=C4)=O)=O N-(8-bromo-6,11-dihydro-5H-benzo[a]carbazol-3-yl)-1-(phenylacetyl)-L-prolinamide